ClC(C(=O)C1=CC(=C(C=C1)OC(C)C)[N+](=O)[O-])C 2-chloro-1-(4-isopropoxy-3-nitrophenyl)-propan-1-one